C=1N=CN2C1C1=CC=CC=C1[C@@H]2[C@@H]2COCC[C@]2(O)C (3R,4R)-3-((S)-5H-imidazo[5,1-a]isoindol-5-yl)-4-methyltetrahydro-2H-pyran-4-ol